[I-].C(=C)N1C=[N+](C=C1)C 1-vinyl-3-methylimidazolium iodide salt